ON(C(=O)C1CCN(CC1)C(C)C)CC1=CC=C(C=C1)NC1=CC=C(C=C1)N1CCC(CC1)C N-hydroxy-1-isopropyl-N-(4-((4-(4-methylpiperidin-1-yl)phenyl)amino)benzyl)piperidine-4-carboxamide